COC=1C(=C2C=CNC2=C(C1)C)CN1N=C2C(=C(C=CC2=C1)C#N)OC1CCN(CC1)S(=O)(=O)C 2-((5-methoxy-7-methyl-1H-indol-4-yl)methyl)-7-((1-(methylsulfonyl)-piperidin-4-yl)oxy)-2H-indazole-6-carbonitrile